IC1=C2C(=NC(=C1)N1[C@@H](COCC1)C)N(N=C2)C=2N(N=CC2)CC2=CC=C(C=C2)OC (3R)-4-[4-iodo-1-[2-[(4-methoxyphenyl)methyl]pyrazol-3-yl]pyrazolo[3,4-b]pyridin-6-yl]-3-methylmorpholine